COC1=NC2=C(N1C(=O)NCCCC1=CC=CC=C1)C=CC(=C2)N2CCC1(COC1)CC2 2-methoxy-N-(3-phenylpropyl)-5-(2-oxa-7-azaspiro[3.5]nonan-7-yl)-1H-benzo[d]-imidazole-1-carboxamide